1,2,3-nonadecanetriol C(C(C(CCCCCCCCCCCCCCCC)O)O)O